FC1=CC=C(C=C1)C1=CC(=C(C=C1)NC(OC(C)(C)C)=O)NC(=O)C1=CC2=NC(=CC=C2S1)S(=O)(=N)C tert-butyl N-[4-(4-fluorophenyl)-2-[[5-(methylsulfonimidoyl)thieno[3,2-b]pyridine-2-carbonyl]amino]phenyl]carbamate